(2S)-2-({5-[2-(2,4-diamino-6-oxo-1,6-dihydropyrimidin-5-yl)acetamido]-6-phenylpyridin-2-yl}formamido)pentanedioic acid NC=1NC(C(=C(N1)N)CC(=O)NC=1C=CC(=NC1C1=CC=CC=C1)C(=O)N[C@H](C(=O)O)CCC(=O)O)=O